C(C1=CC=CC=C1)SC1=NC(=CC=C1O[C@H](C)C=1C=C(C=C2C(C(=C(OC12)C1=CC=NN1)C)=O)C)Cl 8-[(1R)-1-[(2-Benzylsulfanyl-6-chloro-3-pyridyl)oxy]ethyl]-3,6-dimethyl-2-(1H-pyrazol-5-yl)chromen-4-one